C(C)(C)(C=1OC[C@@H](N1)C(C)(C)C)C=1OC[C@@H](N1)C(C)(C)C |o1:6,15| (S,S) or (R,R)-2,2'-isopropylidenebis(4-tert-Butyl-2-oxazoline)